C(C)(C)(C)C1OC(OC1C)=O 4-tert-butyl-5-methyl-1,3-dioxolane-2-one